6-bromo-2-chloro-1-benzothiophene BrC1=CC2=C(C=C(S2)Cl)C=C1